N-(1-carbamoyl-2-hydroxypropyl)[4-(4-phenylbutane-1,3-diynyl)phenyl]carboxamide C(N)(=O)C(C(C)O)NC(=O)C1=CC=C(C=C1)C#CC#CC1=CC=CC=C1